methyl 2-{[(tert-butoxy)carbonyl]amino}-5-(3-{4-[3-(dimethylamino)propyl]-2-fluorophenoxy}propyl)-1,3-thiazole-4-carboxylate C(C)(C)(C)OC(=O)NC=1SC(=C(N1)C(=O)OC)CCCOC1=C(C=C(C=C1)CCCN(C)C)F